N1CCC2C1CCN2 octahydropyrrolopyrrole